NC1=NC2=CC=C(C=C2C=C1C)C(=O)N(CC1=NC=C(C=C1)C(F)(F)F)CC1=C(C=CC=C1)N1C=NC=C1 2-amino-N-(2-(1H-imidazol-1-yl)benzyl)-3-methyl-N-((5-(trifluoromethyl)-2-pyridinyl)methyl)-6-quinolinecarboxamide